ClC1=C(C=C(C=C1)N1C(CN(CC1)C(=O)OC(C)(C)C)=O)C1=NC2=C(N1C)C=CC=C2 tert-butyl 4-(4-chloro-3-(1-methyl-1H-benzo[d]imidazol-2-yl) phenyl)-3-oxopiperazine-1-carboxylate